formamide (E)-2-butenedioate C(\C=C\C(=O)O)(=O)O.C(=O)N